tetrachloro(methyl)disilane Cl[SiH]([Si](C)(Cl)Cl)Cl